4,4'-(Butane-1,4-diylbis(azanediyl))bis(5-bromo-2-methoxy-3-nitrobenzamide) C(CCCNC1=C(C(=C(C(=O)N)C=C1Br)OC)[N+](=O)[O-])NC1=C(C(=C(C(=O)N)C=C1Br)OC)[N+](=O)[O-]